ClC1=C(C=CC(=C1)OC)C1=C(C=CC=C1)F chloro-2'-fluoro-4-methoxy-[1,1'-biphenyl]